(R)-1-((1-(2-cyanoacetyl)piperidin-3-yl)oxy)-4-((4-hydroxy-1-methylpiperidin-4-yl)ethynyl)-7-isopropoxyisoquinoline-6-carboxamide C(#N)CC(=O)N1C[C@@H](CCC1)OC1=NC=C(C2=CC(=C(C=C12)OC(C)C)C(=O)N)C#CC1(CCN(CC1)C)O